CC1=C(C=CC=C1C(F)(F)F)[C@@H](C)NC=1C2=C(N=CN1)N=CC(=C2)N2C[C@@H](CC2)NC(C)=O N-{(3R)-1-[4-({(1R)-1-[2-methyl-3-(trifluoromethyl)phenyl]ethyl}amino)pyrido[2,3-d]pyrimidin-6-yl]pyrrolidin-3-yl}acetamide